C(C1=CC=CC=C1)OC[C@H]1OC[C@@H](CCN(C1)C(=O)OC(C)(C)C)OCC |o1:12| tert-butyl (2S,7R*)-2-[(benzyloxy)methyl]-7-ethoxy-1,4-oxazocane-4-carboxylate